BrC=1C(=C(OCCC[C@H](COC)NC(OC(C)(C)C)=O)C=C(C1)Cl)CO (R)-tert-butyl (5-(3-bromo-5-chloro-2-(hydroxymethyl)phenoxy)-1-methoxypentan-2-yl)carbamate